(S)-8-(6-((2-(3-fluoropyrrolidin-1-yl)ethoxy)methyl)pyridin-3-yl)-1-isopropyl-3-methyl-1H-imidazo[4,5-c]cinnolin-2(3H)-one F[C@@H]1CN(CC1)CCOCC1=CC=C(C=N1)C1=CC=2C3=C(N=NC2C=C1)N(C(N3C(C)C)=O)C